CC=1SC=CC1C1=NN2C(=NC=3C=CC=CC3C2=N1)N[C@@H]1C(NCCCC1)=O (3S)-3-{[2-(2-methylthiophene-3-yl)[1,2,4]triazolo[1,5-c]quinazolin-5-yl]amino}azepan-2-one